OC1=C(C=C(C(=C1CCCC)C(C)(C)C)CCCC)N1N=C2C(=N1)C=CC(=C2)Cl 2-(2-hydroxy-3,5-dibutyl-tert-butylphenyl)-5-chlorobenzotriazole